C(C)(C)(C)C=1C=C(C=C(C1)C(C)(C)C)[C@@H](C)C1=C(C(=CC(=C1)C)[C@H](C)C1=CC(=CC(=C1)C(C)(C)C)C(C)(C)C)NCCNC1=C(C=C(C=C1[C@H](C)C1=CC(=CC(=C1)C(C)(C)C)C(C)(C)C)C)[C@H](C)C1=CC(=CC(=C1)C(C)(C)C)C(C)(C)C N1,N2-bis(2,6-bis((R)-1-(3,5-di-tert-butylphenyl)ethyl)-4-methylphenyl)ethane-1,2-diamine